6-[4-[(3S)-3-(5-Cyano-3-pyridyl)isoxazolidine-2-carbonyl]-1-piperidyl]pyrimidine-4-carbonitrile C(#N)C=1C=C(C=NC1)[C@H]1N(OCC1)C(=O)C1CCN(CC1)C1=CC(=NC=N1)C#N